OCC=C(C1=NC=CC=C1)C=1C2=C(C(N(C1)C)=O)NC(=C2)C(=O)OCC ethyl 4-(3-hydroxy-1-(pyridin-2-yl) prop-1-en-1-yl)-6-methyl-7-oxo-6,7-dihydro-1H-pyrrolo[2,3-c]pyridine-2-carboxylate